N-methyl-2-(3-methylpyridin-4-yl)-N-(propan-2-yl)pyrido[3,4-d]pyrimidin-4-amine CN(C=1C2=C(N=C(N1)C1=C(C=NC=C1)C)C=NC=C2)C(C)C